[Na+].C1(C(=CC(C=C1)=O)S(=O)(=O)[O-])=O 1,4-benzoquinone-sulfonic acid sodium salt